O(CC(=O)N(CC=1SC=CC1)CC=1SC=CC1)CC(=O)N(CC=1SC=CC1)CC=1SC=CC1 2,2'-oxybis[N,N-bis(2-thienylmethyl)acetamide]